C(C)(C)(C)OC(=O)N1[C@H](C[C@@H](C1)O)C (2s,4s)-4-hydroxy-2-methylpyrrolidine-1-carboxylic acid tert-butyl ester